4,4-difluoro-N-{4-[3-(2-fluoroanilino)-5,6-dimethyl-4-oxo-4,5-dihydro-1H-pyrrolo[3,2-c]pyridin-2-yl]pyridin-2-yl}-2-(4-fluorophenyl)butanamide FC(CC(C(=O)NC1=NC=CC(=C1)C1=C(C=2C(N(C(=CC2N1)C)C)=O)NC1=C(C=CC=C1)F)C1=CC=C(C=C1)F)F